(R)-N-(3,3-Difluoro-1-(oxetan-3-yl)piperidin-4-yl)-5-(1-(2,2-difluoroethyl)-1H-benzo[d][1,2,3]triazol-6-yl)-4-methoxypyrrolo[2,1-f][1,2,4]triazin-2-amine FC1(CN(CC[C@H]1NC1=NN2C(C(=N1)OC)=C(C=C2)C=2C=CC1=C(N(N=N1)CC(F)F)C2)C2COC2)F